BrC1=C(C=C2COC(C2=C1)C(F)(F)F)N 6-bromo-1-trifluoromethyl-1,3-dihydroisobenzofuran-5-amine